FC(C1=NN=C(O1)C=1C=CC(=NC1)CN1C(N(C2=C1C=C(C(=C2)C=2C=NC=CC2)F)CCN(C)C)=O)F 1-((5-(5-(difluoromethyl)-1,3,4-oxadiazole-2-yl)pyridine-2-yl)methyl)-3-(2-(dimethylamino)ethyl)-6-fluoro-5-(pyridine-3-yl)-1,3-dihydro-2H-benzo[d]imidazole-2-one